5-methoxy-2-morpholino-N-(pyridin-4-yl)-6-(3-(pyrimidin-2-yl)phenyl)pyrimidin-4-amine COC=1C(=NC(=NC1C1=CC(=CC=C1)C1=NC=CC=N1)N1CCOCC1)NC1=CC=NC=C1